COC1(CCCC1)OC1=C(C(=CC(=C1)CCCCC)OC1(CCCC1)OC)C1CCCC(=C1)C 2',6'-bis((1-methoxycyclopentyl)oxy)-5-methyl-4'-pentyl-1,2,3,4-tetrahydro-1,1'-biphenyl